(5-(3,4-dichlorophenyl)octahydropyrrolo[3,4-c]pyrrole-2-carbonyl)quinolin-2(1H)-one ClC=1C=C(C=CC1Cl)N1CC2C(C1)CN(C2)C(=O)N2C(C=CC1=CC=CC=C21)=O